NC1=C(C=CC=C1)C1=CNC=C1 3-(2-aminophenyl)pyrrole